C(C1=CC=CC=C1)N1CC2(C1)CC(C2)NC(=O)N2CCN(CC2)C2=CC=C(C=C2)OC(F)(F)F N-{2-benzyl-2-azaspiro[3.3]heptan-6-yl}-4-[4-(trifluoromethoxy)phenyl]piperazine-1-carboxamide